C(C1=CC=CC=C1)[C@@H]1CCC(=NN1S(=O)(=O)C1=CC=C(C)C=C1)C1=CC=CC=C1 (S)-6-benzyl-3-phenyl-1-tosyl-1,4,5,6-tetrahydropyridazine